3-(5-{3-[1-methyl-1-(p-tolyl)ethyl]ureido}-1-oxo-2-isoindolinyl)-2,6-piperidinedione CC(C)(C1=CC=C(C=C1)C)NC(NC=1C=C2CN(C(C2=CC1)=O)C1C(NC(CC1)=O)=O)=O